SCCC[Si](OC)(OC)C mercaptopropylmethyl-dimethoxysilane